C(C1=CC=CC=C1)OC(=O)N1[C@@H]([C@@H](C1)N1CCOCC1)C (2R,3R)-2-methyl-3-morpholin-4-ylazetidine-1-carboxylic acid benzyl ester